(benzofuran-5-yl)-2,3-dihydrobenzo[b][1,4]dioxin-6-amine O1C=CC2=C1C=CC(=C2)C2COC1=C(O2)C=CC(=C1)N